NC=1C=C(C=CC1)C=1C=CC2=C(C=3CN(C(C3C=C2)=O)CC(C(=O)N)=C)C1 2-{[8-(3-aminophenyl)-3-oxo-1H,2H,3H-benzo[e]isoindol-2-yl]methyl}prop-2-enamide